(R)-methyl 2-(((benzyloxy)carbonyl)amino)-3-(3-(4-(difluoromethyl)-1-propyl-1H-pyrazol-5-yl)-5-fluorobenzamido)propanoate C(C1=CC=CC=C1)OC(=O)N[C@@H](C(=O)OC)CNC(C1=CC(=CC(=C1)F)C1=C(C=NN1CCC)C(F)F)=O